N-(4-(4-amino-7-cyano-3-(3-fluoro-4-((4-methylpyrimidin-2-yl)oxy)phenyl)-1-methyl-1H-pyrrolo[3,2-c]pyridin-2-yl)-2-fluoro-3-methylphenyl)methacrylamide NC1=NC=C(C2=C1C(=C(N2C)C2=C(C(=C(C=C2)NC(C(=C)C)=O)F)C)C2=CC(=C(C=C2)OC2=NC=CC(=N2)C)F)C#N